1,4-bis[1-[4-(4-aminophenoxy)phenyl]-1-Methylethyl]benzene NC1=CC=C(OC2=CC=C(C=C2)C(C)(C)C2=CC=C(C=C2)C(C)(C2=CC=C(C=C2)OC2=CC=C(C=C2)N)C)C=C1